(7-bromo-6-chloro-2,8-difluoroquinazolin-5-yl)-N,N-dimethyl-4,5,6,7,8,9-hexahydropyrazolo[1,5-a][1,4]diazocine-2-carboxamide BrC1=C(C(=C2C=NC(=NC2=C1F)F)C=1C(=NN2C1CNCCCC2)C(=O)N(C)C)Cl